methyl 2-((1-(2-(4-acetylpiperazin-1-yl)-3,6-dimethyl-4-oxo-3,4-dihydro-quinazolin-8-yl)ethyl)amino)benzoate C(C)(=O)N1CCN(CC1)C1=NC2=C(C=C(C=C2C(N1C)=O)C)C(C)NC1=C(C(=O)OC)C=CC=C1